2-(3-(3-amino-2-methoxyphenyl)-1H-1,2,4-triazol-1-yl)acetic acid tert-butyl ester C(C)(C)(C)OC(CN1N=C(N=C1)C1=C(C(=CC=C1)N)OC)=O